(Diphenyltriazinyl)biphenyl C1(=CC=CC=C1)C1=C(C(=NN=N1)C1=C(C=CC=C1)C1=CC=CC=C1)C1=CC=CC=C1